BrC=1C=CC2=C(NC(CC(N2)C2=CC(=NC=C2)Cl)=O)C1 8-Bromo-4-(2-chloropyridin-4-yl)-4,5-dihydro-1H-benzo[b][1,4]diazepin-2(3H)-one